C(#N)C1=C(C=CC=C1)C1=NC=C(C=N1)C(=O)N (2-cyanophenyl)pyrimidine-5-carboxamide